N-((6-(difluoromethoxy)pyridazin-3-yl)methyl)cyclobutan-amine FC(OC1=CC=C(N=N1)CNC1CCC1)F